Tetraoxaundecan OOOOCCCCCCC